3,5-ditertiarybutyl-4-hydroxyphenylpropionate C(C)(C)(C)C=1C=C(C=C(C1O)C(C)(C)C)OC(CC)=O